1,1,1,3,3,3-hexafluoropropan-2-yl (+)-1-(pyrimidin-5-ylcarbamoyl)-6-azaspiro[2.5]octane-6-carboxylate N1=CN=CC(=C1)NC(=O)C1CC12CCN(CC2)C(=O)OC(C(F)(F)F)C(F)(F)F